C(C1=CC=CC=C1)(C1=CC=CC=C1)[C@@H]1N2C(C=3N(C1)C(=C(N3)C)C)=C(C(C=C2)=O)O (S)-6-benzhydryl-11-hydroxy-2,3-dimethyl-5H-imidazo[1,2-a]pyrido[2,1-c]pyrazin-10(6H)-one